(R)-4-(3-((2-(difluoromethoxy)-6-methylpyridin-3-yl)carbamoyl)-3-(2-isopropylphenyl)azetidin-1-yl)-3-methyl-4-oxobutanoic acid FC(OC1=NC(=CC=C1NC(=O)C1(CN(C1)C([C@@H](CC(=O)O)C)=O)C1=C(C=CC=C1)C(C)C)C)F